C(C)OC[C@H](C)NC(=O)C1CN(C1)C1=CC(=C2C(C(=CN(C2=N1)C=1SC=CN1)C(=O)O)=O)C 7-(3-{[(2S)-1-ethoxypropan-2-yl]carbamoyl}azetidin-1-yl)-5-methyl-4-oxo-1-(1,3-thiazol-2-yl)-1,4-dihydro-1,8-naphthyridine-3-carboxylic acid